ClC1=NC(=C(C(=N1)NCCC1=CNC2=CC=CC=C12)O[C@H](CN)C)Cl 2,6-dichloro-N-[2-(1H-indol-3-yl)ethyl]-5-((1S)-2-amino-1-methyl-ethoxy)pyrimidin-4-amine